C1=CC=C2C(=C1)C=CC(=C2C3=C(C=CC4=CC=CC=C43)O)O r-(+)-1,1'-binaphthyl-2,2'-diol